C(C)OC(C)=O.O1C(=CC=C1)CC(C(=O)[O-])S.[Na+] sodium 2-furylmethylthioglycolate ethyl-acetate